ClC=1C=C2C(=NC(=NC2=C(C1C=1C(=CC=C2C=NNC12)C)F)OC[C@H]1N(CCC1)C)N1CCC2(CN(C2)C(C=C)=O)CC1 1-(7-(6-chloro-8-fluoro-7-(6-methyl-1H-indazol-7-yl)-2-(((S)-1-methylpyrrolidin-2-yl)methoxy)quinazolin-4-yl)-2,7-diazaspiro[3.5]nonan-2-yl)prop-2-en-1-one